FC1=C(C=CC(=C1)F)C(C(C1=NC=NC=C1F)C)(O)CN1N=CN=C1 α-(2,4-difluorophenyl)-5-fluoro-β-methyl-α-(1H-1,2,4-triazol-1-ylmethyl)-4-pyrimidineethanol